C(C)(C)(C)C=1C=C(C=C(C1O)C(C)(C)C)C1=C(C(=C(C=C1C)O)C)O 4-(3,5-Ditert-butyl-4-hydroxyphenyl)-2,5-dimethylbenzene-1,3-diol